4-(2-(6-(2-fluorophenyl)-1,1-dioxido-1,2,6-thiadiazinan-2-yl)-acetamido)adamantan-1-carboxamide FC1=C(C=CC=C1)N1CCCN(S1(=O)=O)CC(=O)NC1C2CC3(CC(CC1C3)C2)C(=O)N